(4R)-4-tert-butyl-2-[(2S)-2-(diphenylphosphino)ferrocenyl]-2-oxazoline C(C)(C)(C)[C@H]1N=C(OC1)[C-]1C(=CC=C1)P(C1=CC=CC=C1)C1=CC=CC=C1.[CH-]1C=CC=C1.[Fe+2]